FC1=CC=C(COC2=C(C3=CC=CC=C3C=C2)CN2CCC(CC2)C)C=C1 1-((2-(4-fluorobenzyloxy)naphthalen-1-yl)methyl)-4-methylpiperidine